FC(C(=O)O)(F)F.FC(C(=O)O)(F)F.NCC(CC=1N(C(NN1)=O)CC=1SC(=CC1C)C1=CC=C(C=C1)N1CCNCC1)=C(F)F [2-(aminomethyl)-3,3-difluoro-allyl]-4-[[3-methyl-5-(4-piperazin-1-ylphenyl)-2-thienyl]methyl]-1,2,4-triazol-3-one bistrifluoroacetate salt